cis-3-Hexylacetat CCC(CCC)CC(=O)[O-]